C(C)(C)(C)C1CCC(CC1)=O 4-tert.-butylcyclohexanone